3-bromo-11,11-dimethylbenzfluorene BrC=1C=CC2=C(C=CC=3C=4C=CC=CC4C(C23)(C)C)C1